[N+](=O)([O-])C(C)=CCCC 2-nitro-2-hexene